CC1=C(C=C(C=C1)NC(=O)C1=NC=CC(=C1)C(F)(F)F)C1=CC2=C(N=C(N=C2)NC)N2C1=NC(C2)C N-(4-methyl-3-(8-methyl-2-(methylamino)-8,9-dihydroimidazo[1',2':1,6]pyrido[2,3-d]pyrimidin-6-yl)phenyl)-4-(trifluoromethyl)pyridineamide